4-bromo-1,1'-biphenyl-2,3,3',6-d4 BrC1=C(C(=C(C(=C1)[2H])C1=CC(=CC=C1)[2H])[2H])[2H]